6-(1H-1,2,4-triazol-1-yl)-2-((1-(3-(trifluoromethyl)-[1,2,4]triazolo[4,3-b]pyridazin-6-yl)piperidin-4-yl)methyl)pyridazin-3(2H)-one N1(N=CN=C1)C=1C=CC(N(N1)CC1CCN(CC1)C=1C=CC=2N(N1)C(=NN2)C(F)(F)F)=O